BrC=1C=C(C=CC1)[C@@H]1N(C[C@H](N(C1)C(C(C)C)=O)C)C(=O)OC(C)(C)C (2S,5R)-tert-butyl 2-(3-bromophenyl)-4-isobutyryl-5-methylpiperazine-1-carboxylate